(6S,7S)-6-((2,3'-difluoro-[1,1'-biphenyl]-3-yl)methyl)-7-((difluoromethyl)sulfonamido)-N-(2-fluoro-2-methylpropyl)-5-azaspiro[2.4]heptane-5-carboxamide FC1=C(C=CC=C1C[C@@H]1N(CC2(CC2)[C@@H]1NS(=O)(=O)C(F)F)C(=O)NCC(C)(C)F)C1=CC(=CC=C1)F